C1(CC1)C=1N=C2N(C=C(N=C2)C2=CC(=CC=C2)S(F)(F)(F)(F)F)C1C=1C(=C2C=NNC2=CC1)F 2-cyclopropyl-3-(4-fluoro-1H-indazol-5-yl)-6-(3-(pentafluoro-λ6-sulfaneyl)phenyl)imidazo[1,2-a]pyrazine